C(C1=CC=CC=C1)C=1SC(=CN1)C(CN1C(C=CC(=C1)C#C)=O)=O 1-(2-(2-benzylthiazol-5-yl)-2-oxoethyl)-5-ethynylpyridin-2(1H)-one